O-(2,3,4,5,6-penta-fluorobenzyl)hydroxylamine hydrochloride Cl.FC1=C(CON)C(=C(C(=C1F)F)F)F